N-(5-(2,6-Dimethoxyphenyl)-6-(6-ethoxypyridin-2-yl)-5H-imidazo[4,5-c]pyridazin-3-yl)-1-(3-hydroxy-3-methylcyclobutyl)methane-sulfonamide COC1=C(C(=CC=C1)OC)N1C(=NC=2N=NC(=CC21)NS(=O)(=O)CC2CC(C2)(C)O)C2=NC(=CC=C2)OCC